CC1=CC=CC=C1N=NC2=CC(=C(C=C2)N)C 2-Aminoazotoluene